2-(hydroxyethyl)piperazine-N-ethanesulfonic acid OCCC1N(CCNC1)CCS(=O)(=O)O